2-Methylaconitate C/C(=C(\CC(=O)[O-])/C(=O)[O-])/C(=O)[O-]